C(=C)P(OCC)(SCCNC(CCCC[C@@H]1SC[C@@H]2NC(N[C@@H]21)=O)=O)=O O-Ethyl S-(2-(5-((3aS,4S,6aR)-2-oxohexahydro-1H-thieno[3,4-d]imidazol-4-yl) pentanamido) ethyl) vinylthiophosphonate